NCC=1C=C2C=CN(C2=CC1)C(=O)OC(C)(C)C tert-butyl 5-(aminomethyl)-1H-indole-1-carboxylate